(2S)-1-((1-(2-(prop-1-en-2-yl)pyrimidin-5-yl)ethyl)amino)propan-2-ol tert-butyl-N-((2-bromo-3,4,5,6-tetrafluorophenyl)sulfonyl)-N-(2-methylbenzyl)glycinate C(C)(C)(C)C(N(CC1=C(C=CC=C1)C)S(=O)(=O)C1=C(C(=C(C(=C1F)F)F)F)Br)C(=O)O[C@H](CNC(C)C=1C=NC(=NC1)C(=C)C)C